F[C@H]1[C@H]2CCC[C@@H](C[C@@H]1OC1=CC=C(N=N1)C1=C(C=C(C=C1)N1N=NC=C1)O)N2 2-(6-(((1R,2S,3S,5S)-2-fluoro-9-azabicyclo[3.3.1]nonan-3-yl)oxy)pyridazin-3-yl)-5-(1H-1,2,3-triazol-1-yl)phenol